ClC1=C(C=CC(=C1C(F)(F)F)Cl)N1N=NC=C1 1-[2,4-Dichloro-3-(trifluoromethyl)phenyl]triazol